5-(4-pentylphenyl)-3-phenylisoxazole C(CCCC)C1=CC=C(C=C1)C1=CC(=NO1)C1=CC=CC=C1